C(#CCC)C1=NC=NC=C1NC(C(F)(F)F)=O N-(4-(but-1-yn-1-yl)pyrimidin-5-yl)-2,2,2-trifluoroacetamide